1,5,6-trioxohexan-2-ylcarbamate O=CC(CCC(C=O)=O)NC([O-])=O